4,6-dimethyl-6-pentyl-3,6-dihydro-2H-pyran CC=1CCOC(C1)(CCCCC)C